ClC1=C(C=CC=C1C)[C@H]1N(CC[C@H]1OCCOC)C(CN1N=C(C=C1C(F)(F)F)C1CC1)=O 1-[(2R,3R)-2-(2-Chloro-3-methyl-phenyl)-3-(2-methoxyethoxy)pyrrolidin-1-yl]-2-[3-cyclopropyl-5-(trifluoromethyl)pyrazol-1-yl]ethanone